6-bromo-3-chloro-4-((3-fluoropyridin-2-yl)(tetrahydro-2H-pyran-4-yl)methyl)-4H-thieno[2',3':4,5]pyrrolo[3,2-b]pyridine-2-carboxylic acid methyl ester COC(=O)C1=C(C2=C(C3=NC=C(C=C3N2C(C2CCOCC2)C2=NC=CC=C2F)Br)S1)Cl